(S)-1-(3-(3-methoxyphenyl)-1,2,4-oxadiazol-5-yl)ethan-1-amine COC=1C=C(C=CC1)C1=NOC(=N1)[C@H](C)N